O[C@@H]1[C@H]2[C@@]3(C[C@@]3([C@@H](C1)O2)C(=O)NC2=CC(=C(C=C2)OC)C(F)(F)F)C2=CC(=NC=C2)OC |r| rac-(1r,2r,4s,5r,6s)-6-hydroxy-N-(4-methoxy-3-(trifluoromethyl)phenyl)-4-(2-methoxypyridin-4-yl)-8-oxatricyclo[3.2.1.02,4]octane-2-carboxamide